tetra-N-butylammonium phosphate CCCC[N+](CCCC)(CCCC)CCCC.OP(=O)(O)[O-]